N-(5-(1-isopropylpyrrolidine-3-carboxamido)-2-methylpyridin-3-yl)-2-(1-(2-methoxyethyl)-1H-pyrazol-4-yl)pyrazolo[5,1-b]thiazole-7-carboxamide C(C)(C)N1CC(CC1)C(=O)NC=1C=C(C(=NC1)C)NC(=O)C=1C=NN2C1SC(=C2)C=2C=NN(C2)CCOC